8-(4-((S)-3-(cyanomethyl)piperazin-1-yl)-8-fluoro-2-(((2R,7aS)-2-fluorotetrahydro-1H-pyrrolizin-7a(5H)-yl)methoxy)quinazolin-7-yl)-1-naphthonitrile C(#N)C[C@H]1CN(CCN1)C1=NC(=NC2=C(C(=CC=C12)C=1C=CC=C2C=CC=C(C12)C#N)F)OC[C@]12CCCN2C[C@@H](C1)F